chloro-1H-indazole-4-carboxylic acid ethyl ester C(C)OC(=O)C=1C=2C=NN(C2C=CC1)Cl